2-(((2S,4a'R,7R,8'S,8a'R)-2',2'-dimethyl-8'-(4-(3,4,5-trifluorophenyl)-1H-1,2,3-triazol-1-yl)hexahydro-3H,4'H-spiro[furan-2,6'-pyrano[3,2-d][1,3]dioxin]-7'-yl)oxy)acetic acid CC1(OC[C@@H]2[C@H](O1)[C@@H](C([C@]1(O2)OCCC1)OCC(=O)O)N1N=NC(=C1)C1=CC(=C(C(=C1)F)F)F)C